4-(2-{[(2R,7aS)-2-fluoro-hexahydro-1H-pyrrolizin-7a-yl]methoxy}-8-fluoro-4-(1,4-oxaazepan-4-yl)quinazolin-7-yl)-5-ethynyl-6-fluoronaphthalene F[C@@H]1C[C@@]2(CCCN2C1)COC1=NC2=C(C(=CC=C2C(=N1)N1CCOCCC1)C1=CC=CC2=CC=C(C(=C12)C#C)F)F